CC(CC(=O)OC[C@H]1O[C@H]([C@]([C@@H]1OC(CC1CCCCC1)=O)(C)F)N1C2=NC(=NC(=C2N=C1)NC)N)C ((2R,3R,4R,5R)-5-(2-amino-6-(methylamino)-9H-purin-9-yl)-3-(2-cyclohexylacetoxy)-4-fluoro-4-methyltetrahydrofuran-2-yl)methyl 3-methylbutanoate